2-(5-(cyclopropyl((1S,5R)-2-fluoro-8-azabicyclo[3.2.1]octan-3-yl)amino)pyrazin-2-yl)-4-fluoro-5-(1H-pyrazol-4-yl)phenol C1(CC1)N(C=1N=CC(=NC1)C1=C(C=C(C(=C1)F)C=1C=NNC1)O)C1C([C@@H]2CC[C@H](C1)N2)F